trioctyl trimellitate diisobutyl-phthalate C(C(C)C)OC(C=1C(C(=O)OCC(C)C)=CC=CC1)=O.C(C=1C(C(=O)OCCCCCCCC)=CC(C(=O)OCCCCCCCC)=CC1)(=O)OCCCCCCCC